C(C)ONC(C1=CN=C(C=C1)NC=1C=NC=C(C1)F)=O N-ethoxy-6-((5-fluoropyridin-3-yl)amino)nicotinamide